N[C@H]1C[C@@H](N(C1)C(=O)OC(C)(C)C)C tert-butyl (2S,4S)-4-amino-2-methylpyrrolidine-1-carboxylate